2-butoxybenzylidene malonate C1(CC(=O)OC(C2=C(C=CC=C2)OCCCC)O1)=O